N[C@H](CC1=CC2=C(N(C(N=C2)Cl)CC=2OC=CC2)N1)CC 6-[(2S)-2-aminobutyl]-2-chloro-N-[(furan-2-yl)methyl]-7H-pyrrolo[2,3-d]pyrimidin